Cl.FC1(CNC1)[C@@](C=1C=C(C=NC1)C1=NOC(=N1)C1CCN(CC1)C(C)=O)(C1=CC=C(C=C1)C(C)C)O 1-[4-(3-{5-[(S)-(3-Fluoro-azetidin-3-yl)-hydroxy-(4-isopropyl-phenyl)-methyl]-pyridin-3-yl}-[1,2,4]oxadiazol-5-yl)-piperidin-1-yl]-ethanone, hydrochloride salt